4-(4-(3,8-diazabicyclo[3.2.1]octan-3-yl)-6-chloro-8-fluoro-2-((1-(morpholinomethyl)cyclopropyl)methoxy)quinazolin-7-yl)-7-fluoro-N-methylbenzo[d]thiazol-2-amine C12CN(CC(CC1)N2)C2=NC(=NC1=C(C(=C(C=C21)Cl)C2=CC=C(C1=C2N=C(S1)NC)F)F)OCC1(CC1)CN1CCOCC1